FC([C@H](C)NC(=O)C1=CC=NN1)(F)F N-[(2S)-1,1,1-trifluoropropan-2-yl]-1H-pyrazole-5-carboxamide